C(C)OCC=1NC(C=2C(N1)=NN(C2)C2=C(C=C(C=C2C)C)O)=O 6-(ethoxymethyl)-2-(2-hydroxy-4,6-dimethylphenyl)-2,5-dihydro-4H-pyrazolo[3,4-d]pyrimidin-4-one